IC(CC1=CC=C(C=C1)Cl)C 4-(2-iodo-1-propyl)chlorobenzene